tert-butyl 4-((4-((3-amino-1-(3-chlorophenyl)-3-oxopropyl)amino)-7-methoxyquinazolin-6-yl)oxy)piperidine-1-carboxylate NC(CC(C1=CC(=CC=C1)Cl)NC1=NC=NC2=CC(=C(C=C12)OC1CCN(CC1)C(=O)OC(C)(C)C)OC)=O